Imidazo[1,2-a]pyridine-6-carboxylic acid hydrochloride Salt Cl.N=1C=CN2C1C=CC(=C2)C(=O)O